ClC1=NC(=C2N1C(=CC(=C2)S(=O)(=O)N(CC2=CC=C(C=C2)OC)C2(CC2)C#N)N2CCN(CC2)C(C(C)C)=O)C(=O)NN 3-chloro-N-(1-cyanocyclopropyl)-1-(hydrazinocarbonyl)-5-(4-isobutyrylpiperazin-1-yl)-N-(4-methoxybenzyl)imidazo[1,5-a]pyridin-7-sulfonamide